C=C/C=C/F Fluorobutadiene